C(C)(C)(C)OC(=O)N1[C@H](CCC1)CNC(=O)CC[C@@H](C(=O)O)NC(=O)OCC1C2=CC=CC=C2C=2C=CC=CC12 (2S)-4-({[(2R)-1-[(tert-butoxy)carbonyl]pyrrolidin-2-yl]methyl}carbamoyl)-2-({[(9H-fluoren-9-yl)methoxy]carbonyl}amino)butanoic acid